1-methyl-2,3,4-trinitro-pyrrole CN1C(=C(C(=C1)[N+](=O)[O-])[N+](=O)[O-])[N+](=O)[O-]